tert-butyl (2S,4RS)-4-acetyl-2-methylpiperidine-1-carboxylate C(C)(=O)[C@H]1C[C@@H](N(CC1)C(=O)OC(C)(C)C)C |&1:3|